C(C)(C)(C)OC(N[C@H]1CCN(C2=C(N(C1=O)C)C=CC=C2F)CC(CN2CCN(CC2)C(\C=C\CN(C)C)=O)O)=O ((3S)-6-(3-(4-((E)-4-(dimethylamino)but-2-enoyl)piperazin-1-yl)-2-hydroxypropyl)-7-fluoro-1-methyl-2-oxo-1,2,3,4,5,6-hexahydrobenzo[b][1,4]diazocine-3-yl)carbamic acid tert-butyl ester